2,5-dimethoxy-3-pentyl-6-vinyl-pyrazine COC1=NC(=C(N=C1CCCCC)OC)C=C